C(C)(C)(C)OC(=O)N1C[C@@H]([C@H](C1)C1=CC=CC=C1)COC1=C2C=CN=CC2=CC=C1 (3R,4S)-3-(isoquinolin-5-yloxy-methyl)-4-phenylpyrrolidine-1-carboxylic acid tert-butyl ester